(3s,4s)-3-amino-1-(5-(4-fluoro-2-methoxyphenyl)imidazo[2,1-b][1,3,4]thiadiazol-2-yl)-4-methylpiperidin-4-ol N[C@H]1CN(CC[C@@]1(O)C)C1=NN2C(S1)=NC=C2C2=C(C=C(C=C2)F)OC